CC1=CC=C(C=C1)S(=O)(=O)NN=C(CC2=CC=CC=C2)CC3=CC=CC=C3 1,3-Diphenylacetone p-tosylhydrazone